5-hydroxy-2,3-dihydroxymethyl-7-methoxychromone OC1=C2C(C(=C(OC2=CC(=C1)OC)CO)CO)=O